(S)-1-(5-((2-fluoro-3-methoxyphenyl)thio)pyrazin-2-yl)-4'H,6'H-spiro[piperidine-4,5'-pyrrolo[1,2-b]pyrazol]-4'-amine FC1=C(C=CC=C1OC)SC=1N=CC(=NC1)N1CCC2([C@@H](C=3N(N=CC3)C2)N)CC1